FC(C(=O)NCB(O)O)(C1=C(C=CC(=C1)C(NC1=CC(=C(C=C1)F)C)=O)F)F ((2,2-difluoro-2-(2-fluoro-5-((4-fluoro-3-methylphenyl)carbamoyl)phenyl)acetamido)methyl)boronic acid